CN([C@H]1[C@@H](CNC1)C(C)(C)O)C 2-((3R,4S)-4-(Dimethylamino)pyrrolidin-3-yl)propan-2-ol